Cl.NCCC1=CNC2C=CC(O)=CC1=2 serotonin hydrochloride